3-(5-(aminomethyl)-1-oxoisoindolin-2-yl-15N)piperidine-2,6-dione NCC=1C=C2C[15N](C(C2=CC1)=O)C1C(NC(CC1)=O)=O